2-hydroperoxy-2-Methylpropane O(O)C(C)(C)C